Cl.N1N=NC=C1C1CCNCC1 4-(1H-1,2,3-triazol-5-yl)piperidine HCl